CC1(C2=CC=CC=C2C=2C=C(C=CC12)C=1C=C(C=CC1)C1=CC(=CC=C1)C1=NC(=NC(=C1)C1=CC=CC=C1)C1=CC=CC=C1)C 4-[3'-(9,9-dimethyl-9H-fluoren-3-yl)-biphenyl-3-yl]-2,6-diphenyl-pyrimidine